Cl.N1N=NC(=C1)COC1CC2(CNC2)C1 6-((1H-1,2,3-triazol-4-yl)methoxy)-2-azaspiro[3.3]heptane hydrochloride